6-((5-bromo-3-(2,2,2-trifluoroethoxy)pyridin-2-yl)oxy)-3-methyl-N-(4-methyl-1,1-dioxidotetrahydro-2H-thiopyran-4-yl)imidazo[1,2-a]pyridine-2-carboxamide BrC=1C=C(C(=NC1)OC=1C=CC=2N(C1)C(=C(N2)C(=O)NC2(CCS(CC2)(=O)=O)C)C)OCC(F)(F)F